2-pyridylmethyl-[2-[(2R,3R,4S,5S)-3,4,5-tris[(3,4-dimethoxyphenyl)methoxy]-6-(4-methoxyphenoxy)tetrahydropyran-2-yl]ethyl]phosphinic acid N1=C(C=CC=C1)CP(O)(=O)CC[C@H]1OC([C@H]([C@H]([C@@H]1OCC1=CC(=C(C=C1)OC)OC)OCC1=CC(=C(C=C1)OC)OC)OCC1=CC(=C(C=C1)OC)OC)OC1=CC=C(C=C1)OC